C(#N)C1=NC=CC(=C1F)C1=CC(=CC=2C=COC21)COC2=C(C=CC=C2)CC(=O)OC(C)(C)C tert-butyl 2-(2-((7-(2-cyano-3-fluoropyridin-4-yl)benzofuran-5-yl)methoxy)phenyl)acetate